ethyl (E)-3-(4-amino-6-chloropyridazin-3-yl)acrylate NC1=C(N=NC(=C1)Cl)/C=C/C(=O)OCC